3-[[2-fluoro-3-(propylsulfamoylamino)phenyl]methyl]-7-[(3-fluoro-2-pyridinyl)oxy]-4-methyl-chromen-2-one FC1=C(C=CC=C1NS(NCCC)(=O)=O)CC=1C(OC2=CC(=CC=C2C1C)OC1=NC=CC=C1F)=O